C[C@H](CCC=C(C)C)[C@H]1CC[C@@H]2[C@@]1(CC[C@H]3C2=CC[C@@H]4[C@@]3(CC[C@@H](C4)O)C)C The molecule is a 3beta-sterol. It has a role as a mouse metabolite and a human metabolite. It derives from a hydride of a 5alpha-cholestane.